C(#C)C1=CC(=C(C=C1)NS(=O)(=O)C1=CNC2=NC(=CC=C21)OC)F N-(4-ethynyl-2-fluorophenyl)-6-methoxy-1H-pyrrolo[2,3-b]pyridine-3-sulfonamide